N[C@H]1CN(CCC1)C(=O)C=1C=C2OCCN3C(=NC(C1)=C32)C=3N(C2=CC=CC=C2C3)CC=3N=NC=CC3 (R)-(3-aminopiperidin-1-yl)(2-(1-(pyridazin-3-ylmethyl)-1H-indol-2-yl)-3,4-dihydro-5-oxa-1,2a-diazaacenaphthylen-7-yl)methanone